[Mn].[Ca] calcium manganese salt